ClC1=CC=C(C=C1)C1=NC(=NC2=C1N=C(N(C2=O)C)C(F)(F)F)[C@@H]2C[C@@H](OCC2)C=2C=NN(C2)C 8-(4-chlorophenyl)-3-methyl-6-[(2R,4S)-2-(1-methylpyrazol-4-yl)tetrahydropyran-4-yl]-2-(trifluoromethyl)pyrimido[5,4-d]pyrimidin-4-one